CC1(C2CCC(C3(CCC(C3C21)C)O)C)C 1,1,4,7-tetramethyl-2,3,4,5,6,7,7a,7b-octahydro-1aH-cyclopropa[h]azulen-4a-ol